C(C1=CC=CC=C1)N1NC(CC=C1)=O N-benzyl-pyridazinone